The molecule is a tertiary amine oxide resulting from the oxidation of the non-acylated nitrogen of strychnine. It is a metabolite of strychnine. It has a role as a plant metabolite. It is an organic heteroheptacyclic compound, a monoterpenoid indole alkaloid and a tertiary amine oxide. It derives from a strychnine. C1C[N+]2(CC3=CCO[C@H]4CC(=O)N5[C@H]6[C@H]4[C@H]3C[C@H]2[C@@]61C7=CC=CC=C75)[O-]